FC1(CCC(CC1)C1=CC=C(OC=2N=NNC2)C=C1)F 4-(4-(4,4-difluorocyclohexyl)phenoxy)-1H-1,2,3-triazole